C1(=CC=C(C=C1)C1=NN=C(N1C1=CC=CC=C1)C1=CC=C(C=C1)C(C)(C)C)C1=CC=CC=C1 3-(biphenyl-4-yl)-5-(4-tertbutylphenyl)-4-phenyl-4H-1,2,4-triazole